OC=1C=C(C=CC1CN1CCCC1)/C=C/C(=O)C1=CC=CC=C1 (E)-3-[3-Hydroxy-4-(pyrrolidin-1-ylmethyl)phenyl]-1-phenylprop-2-en-1-one